C(C)(=O)N[C@@H](C(C)C)C(=O)O |r| N-acetyl-DL-valine